5-(3-fluorobenzyl)-1H-indazol-3-amine FC=1C=C(CC=2C=C3C(=NNC3=CC2)N)C=CC1